NSC1=C(C=CC=C1)O amino-(thio)phenol